4-((4-(2-Isopropyloxazol-4-yl)pyridin-2-yl)((4-(4-methoxy-3-methylphenyl)bicyclo[2.2.2]octan-1-yl)methyl)carbamoyl)(trans-cyclohexyl) (3-hydroxypropyl)carbamate OCCCNC(O[C@@H]1CC[C@H](CC1)C(N(CC12CCC(CC1)(CC2)C2=CC(=C(C=C2)OC)C)C2=NC=CC(=C2)C=2N=C(OC2)C(C)C)=O)=O